C(C)(=O)NC=1N=C2N(N=C(C=C2)C=2C(=C(C(=O)NC([2H])([2H])C3=C(C=CC(=C3)OC(F)(F)F)F)C=CC2)F)C1 3-(2-acetamidoimidazo[1,2-b]pyridazin-6-yl)-2-fluoro-N-((2-fluoro-5-(trifluoromethoxy)phenyl)methyl-d2)benzamide